(S)-2-(4-(1-(4-(2,4-dioxotetrahydropyrimidin-1(2H)-yl)benzyl)piperidin-3-yl)phenyl)-2H-indazole-7-carboxamide O=C1N(CCC(N1)=O)C1=CC=C(CN2C[C@@H](CCC2)C2=CC=C(C=C2)N2N=C3C(=CC=CC3=C2)C(=O)N)C=C1